5-[({1-[2-(trifluoromethoxy)phenyl]cyclopropyl}carbonyl)amino]benzoic acid FC(OC1=C(C=CC=C1)C1(CC1)C(=O)NC=1C=CC=C(C(=O)O)C1)(F)F